2-trifluoromethylbenzimidazole FC(C=1NC2=C(N1)C=CC=C2)(F)F